(R)-3-methyl-4-(4-((methylsulfonyl)methyl)imidazo[1,5-b]pyridazin-2-yl)morpholine C[C@H]1N(CCOC1)C=1C=C(C=2N(N1)C=NC2)CS(=O)(=O)C